N=1CN(C=CC1)C(=O)OCC (R)-Ethyl pyrimidine-3-carboxylate